1-phosphonobutane-2,3,4-tricarboxylic acid P(=O)(O)(O)CC(C(CC(=O)O)C(=O)O)C(=O)O